C(CCCC\C=C\CCCCCCCCCCC)(=O)O trans-6-octadecenoic acid